tert-Butyl 2-(4-(5-(trifluoromethyl)pyrimidin-2-yl)piperazine-1-carbonyl)morpholine-4-carboxylate FC(C=1C=NC(=NC1)N1CCN(CC1)C(=O)C1CN(CCO1)C(=O)OC(C)(C)C)(F)F